1,3-diphenyl-2-phospholene C1(=CC=CC=C1)P1C=C(CC1)C1=CC=CC=C1